sodium butenoate C(C=CC)(=O)[O-].[Na+]